C1(CC1)NS(=O)(=O)C1=CC=C(O1)C(=O)OC methyl 5-(cyclopropylsulfamoyl)furan-2-carboxylate